2-(2-furyl)-1-(2-p-fluorophenylethynyl)-1H-benzimidazole O1C(=CC=C1)C1=NC2=C(N1C#CC1=CC=C(C=C1)F)C=CC=C2